(5S)-9,9-dimethyl-8-oxo-2-{[3-(trifluoromethyl)-1H-pyrazol-1-yl]acetyl}-2-azaspiro[4.5]dec-6-ene-7-carbonitrile CC1(C(C(=C[C@@]2(CCN(C2)C(CN2N=C(C=C2)C(F)(F)F)=O)C1)C#N)=O)C